3-(dimethylamino)-1-(2-nitrophenyl)prop-2-en-1-one CN(C=CC(=O)C1=C(C=CC=C1)[N+](=O)[O-])C